OC1=CC=C(C=C1)C=CC(=O)O para-hydroxy-benzeneacrylic acid